3-(6-(piperidin-4-yl)pyridazin-3-yl)naphthalene N1CCC(CC1)C1=CC=C(N=N1)C=1C=CC2=CC=CC=C2C1